1-amino-2,2,2-trifluoroethane-1-thione NC(C(F)(F)F)=S